ClC1=NC=C2N(C(N(C2=N1)[C@@H]1CN(C[C@H]1F)C(=O)OC(C)(C)C)=O)C tert-butyl (3R,4R)-3-(2-chloro-7-methyl-8-oxo-7,8-dihydro-9H-purin-9-yl)-4-fluoropyrrolidine-1-carboxylate